[Si](C)(C)(C(C)(C)C)OCC1=CC=C(C(=O)NN)C=C1 4-(((tert-butyldimethylsilyl)oxy)methyl)-benzoyl-hydrazine